(3-(3-(4-((1H-pyrazol-1-yl)methyl)benzyl)isoxazol-5-yl)-2-aminopyridin-1-ium-1-yl)methyl hydrogenphosphate P(=O)(O)(OC[N+]1=C(C(=CC=C1)C1=CC(=NO1)CC1=CC=C(C=C1)CN1N=CC=C1)N)[O-]